ClC1=CC=C(C=C1)C=1CN(CC1)C(=O)OCC1=CC=CC=C1 benzyl 3-(4-chlorophenyl)-2,5-dihydropyrrole-1-carboxylate